di-n-octyltin isodecanoate C(CCCCCCC(C)C)(=O)[O-].C(CCCCCCC)[Sn+2]CCCCCCCC.C(CCCCCCC(C)C)(=O)[O-]